C(C)[P@](=O)(C)C1=C(C=NC=C1)NC1=C(C=C(C=C1)C#C)F 4-[(R)-ethyl-(methyl)phosphoryl]-N-(4-ethynyl-2-fluorophenyl)pyridin-3-amine